propylether chlorid [Cl-].C(CC)OCCC